C1(CCC1)N(C(CCC=1SC(=C(N1)COC=1C=2N(C=C(C1)OC)N=C(C2)C=2N=C1SC(=NN1C2)OC)C)=O)C N-cyclobutyl-3-(4-(((6-methoxy-2-(2-methoxyimidazo[2,1-b][1,3,4]thiadiazol-6-yl)pyrazolo[1,5-a]pyridin-4-yl)oxy)methyl)-5-methylthiazol-2-yl)-N-methylpropanamide